3-(6-chloro-1-oxo-5-phenylisoindolin-2-yl)piperidine-2,6-dione ClC1=C(C=C2CN(C(C2=C1)=O)C1C(NC(CC1)=O)=O)C1=CC=CC=C1